ClC1=C(C=CC2=C1C(=NCC(N2)=O)C2=C(C=CC=C2)F)C(F)(F)F 6-chloro-5-(2-fluorophenyl)-7-(trifluoromethyl)-1,3-dihydro-1,4-benzodiazepin-2-one